NC1=CC=C(C=C1)C1C(CC12CCNCC2)=O (4-aminophenyl)-7-azaspiro[3.5]nonan-2-one